ClC1=C(C=C(C=C1)OC)CC(C)C 1-chloro-2-isobutyl-4-methoxybenzene